FC(CN1C(=NC2=NC=C(C=C21)C=2C=CN1N=C(N=CC12)NCCC(F)(F)F)C)F 5-(1-(2,2-difluoroethyl)-2-methyl-1H-imidazo[4,5-b]pyridin-6-yl)-N-(3,3,3-trifluoropropyl)pyrrolo[2,1-f][1,2,4]triazin-2-amine